5-(trifluoromethyl)-3-[[(2S)-2-[4-[5-(trifluoromethyl)pyrimidin-2-yl]piperazine-1-carbonyl]morpholin-4-yl]methyl]-1H-pyridazin-6-one FC(C1=CC(=NNC1=O)CN1C[C@H](OCC1)C(=O)N1CCN(CC1)C1=NC=C(C=N1)C(F)(F)F)(F)F